C(C)(C)(C)OC(=O)N1C(CN(CC1)C1=NC(=NC=2C[C@]3(CCC12)CC1=CC=CC(=C1CC3)F)S(=O)C)COC 4-((2S)-5-fluoro-2'-(methylsulfinyl)-3,4,5',8'-tetrahydro-1H,6'H-spiro[naphthalene-2,7'-quinazoline]-4'-yl)-2-(methoxymethyl)piperazine-1-carboxylic acid tert-butyl ester